(2-chloro-5-((1-methylpyrrolidin-3-yl)ethynyl)pyridin-4-yl)-4-methoxypiperidin-4-ol ClC1=NC=C(C(=C1)N1CCC(CC1)(O)OC)C#CC1CN(CC1)C